CC1CC=C(N(C1)C(=O)OC(C)(C)C)C1=CC=NC=C1 tert-butyl 5-methyl-5,6-dihydro-[2,4'-bipyridine]-1(4H)-carboxylate